FC(C1(CC1)CCCNCCNC(OC(C)(C)C)=O)(F)F tert-Butyl N-[2-[3-[1-(trifluoromethyl)cyclopropyl]propylamino]ethyl]carbamate